2-(5-methoxy-1H-indol-3-yl)-N-methylethylamine, hydrochloride Cl.COC=1C=C2C(=CNC2=CC1)CCNC